FC=1C=C(C=NC1)[C@@H]1CCC2=NNC(N21)=O (S)-5-(5-fluoropyridin-3-yl)-2,5,6,7-tetrahydro-3H-pyrrolo[2,1-c][1,2,4]triazol-3-one